NC=1C=C(C=CC1)S(=O)(=N)C S-(3-Aminophenyl)-S-methyl-sulfoximine